methyl 5-((1R,3S,5R)-3-(hydroxymethyl)bicyclo[3.2.0]heptan-1-yl)-2-methoxybenzoate OC[C@@H]1C[C@@]2(CC[C@@H]2C1)C=1C=CC(=C(C(=O)OC)C1)OC